3-iodo-1-methyl-6,7-dihydro-5H-cyclopenta[c]pyridine-6-carboxylic acid methyl ester COC(=O)C1CC2=C(C(=NC(=C2)I)C)C1